4-((1-(4-(2-(2-Aminopyridin-3-yl)-3H-imidazo[4,5-b]pyridin-3-yl)benzyl)piperidin-4-yl-4-d)amino)pyrimidine-2-carbonitrile NC1=NC=CC=C1C1=NC=2C(=NC=CC2)N1C1=CC=C(CN2CCC(CC2)([2H])NC2=NC(=NC=C2)C#N)C=C1